NC1(CC=CC=C1CC)C p-amino-4-methyl-5-ethyl-benzene